(3-methyl-1-(oxetan-3-yl)-1H-pyrazolo[4,3-b]Pyridin-5-yl)methanol CC1=NN(C=2C1=NC(=CC2)CO)C2COC2